O[C@H](CN(C(=O)C1C(C1)C1=NC=CC=C1)C1=CC=C(C=C1)C1=CC=C(C=C1)COC)[C@@H](C)OC N-((2R,3R)-2-hydroxy-3-methoxybutyl)-N-(4'-(methoxymethyl)-[1,1'-biphenyl]-4-yl)-2-(pyridin-2-yl)cyclopropane-1-carboxamide